6-[3-[(2S)-2-[(tert-butoxycarbonyl)amino]-4-carbamoylbutan-amido]-2-chlorophenyl]hexanoic acid C(C)(C)(C)OC(=O)N[C@H](C(=O)NC=1C(=C(C=CC1)CCCCCC(=O)O)Cl)CCC(N)=O